FC(C1(CC1)C1=CC(NN=C1)=O)(F)F 5-(1-(trifluoromethyl)cyclopropyl)pyridazin-3(2H)-one